N-(5-methyl-2-((4-(4-methylpiperazin-1-yl)phenyl)amino)thieno[2,3-d]pyrimidin-4-yl)-pentanamide CC1=CSC=2N=C(N=C(C21)NC(CCCC)=O)NC2=CC=C(C=C2)N2CCN(CC2)C